(Z)-2-amino-2-[3-[tert-butyl-(dimethyl)silyl]oxy-5-(cyclopropylmethyl)-2-oxo-pyrrolidin-1-yl]imino-acetic acid ethyl ester C(C)OC(/C(=N/N1C(C(CC1CC1CC1)O[Si](C)(C)C(C)(C)C)=O)/N)=O